cyclopropyl-(3-fluoro-4-methylphenyl)methanone C1(CC1)C(=O)C1=CC(=C(C=C1)C)F